C1(=CC=C(C=C1)N(C=1C=C(C(=C(C1)C1=CC=CC=C1)C1=CC=CC=C1)C1=CC=CC=C1)C1=CC=2C(C3=CC=CC=C3C2C=C1)(C)C)C1=CC=CC=C1 (biphenyl-4-yl)-(9,9-dimethyl-9H-fluoren-2-yl)-(2'-phenyl-1,1':3',1''-terphenyl-5'-yl)-amine